COCC1=NC=CC=C1 Methoxymethylpyridine